ClC1=CC=C(S1)C(=O)NC[C@@H](CCl)O (S)-5-chloro-N-(3-chloro-2-hydroxypropyl)thiophen-2-formamide